COCCN1C(=NC2=CC=C(C=C2C1=O)[N+](=O)[O-])C1=NC=CN=C1 3-(2-methoxyethyl)-6-nitro-2-(pyrazin-2-yl)quinazolin-4(3H)-one